C(C=C)(=O)N1C[C@H](CC1)N1N=C(C=2C(=NC=C(C21)C(=O)NCCOC)N)C#CC2=C(C(=CC(=C2F)OC)OC)F (S)-1-(1-acryloylpyrrolidin-3-yl)-4-amino-3-((2,6-difluoro-3,5-dimethoxyphenyl)ethynyl)-N-(2-methoxyethyl)-1H-pyrazolo[4,3-c]pyridine-7-carboxamide